ClC1=CC(=C(N=N1)NS(=O)(=O)C=1C=C(C(=O)N(CC)CC)C=CC1)O 3-[(6-chloro-4-hydroxypyridazin-3-yl)sulfamoyl]-N,N-diethylbenzamide